O=C1NC2=C(C(=N[C@@H]1NC(=O)C=1C=NN3C1N=CC=C3)C3=CC=CC=C3)C=CC=C2 3-{[(3S)-2-oxo-5-phenyl-1,3-dihydro-1,4-benzodiazepin-3-yl]carbamoyl}pyrazolo[1,5-a]pyrimidin